N1=C(C=CC=C1)C1(CCCC1)N pyridylcyclopentanamine